N-[4-(2-tert-butoxy-6-chloro-4-pyridinyl)-2-pyridinyl]-2-methylpyrimidin-4-amine C(C)(C)(C)OC1=NC(=CC(=C1)C1=CC(=NC=C1)NC1=NC(=NC=C1)C)Cl